18-fluoro-3,12-dihydroxy-2,4,11,13,16-pentaoxa-3λ5,12λ5-diphosphatricyclo[13.3.0.06,9]octadecane-3,12-dithione FC1COC2COP(OCC3CCC3COP(OC12)(=S)O)(=S)O